ClC1=C(C=C(C(=C1)C1(COC1)OCC1=CC(=CC=C1)Cl)C)N=CN(C)CC N'-(2-chloro-4-(3-((3-chlorobenzyl)oxy)oxetan-3-yl)-5-methylphenyl)-N-ethyl-N-methylformimidamide